C(C1=CC=CC=C1)OC(C(CN)NC(=O)OCC1=CC=CC=C1)=O.ClC1=C(C(=O)NC=2C=CC=C3C=CC(=NC23)C)C=CC=C1.[C].[Mg].[Fe].[Zn].[Mo] molybdenum-zinc-iron-magnesium carbon 2-chloro-N-(2-methylquinolin-8-yl)benzamide benzyl-3-amino-2-(((benzyloxy)carbonyl)amino)propanoate